2-chloro-4,6-dihydroxymethylpyridine ClC1=NC(=CC(=C1)CO)CO